ClC=1C=C(C=CC1)NC1=C2N=CN(C2=NC(=N1)N1CCOCC1)/N=C/C1=CC(=CC=C1)C (E)-N-(3-chlorophenyl)-9-((3-methylbenzylidene)amino)-2-morpholino-9H-purin-6-amine